C(C)(C)(C)OC(=O)N(C(OC(C)(C)C)=O)C1=C(C(=CC=C1F)NC(C1=C(C=CC(=C1)NC(=O)[C@@H]1C([C@H]1C1=CC(=C(C=C1)F)I)(Cl)Cl)Cl)=O)F trans-tert-Butyl N-tert-butoxycarbonyl-N-[3-[[2-chloro-5-[[2,2-dichloro-3-(4-fluoro-3-iodophenyl)cyclopropanecarbonyl]amino]benzoyl]amino]-2,6-difluorophenyl]carbamate